iodide Yttrium(III) [Y+3].[I-].[I-].[I-]